FC1=C(C=CC(=C1)F)S(=O)(=O)NC=1C(=NC=C(C1)C=1C=C2C(=NC=NC2=CC1)N1CCN(CC1)C(\C=C\C(C)=O)=O)OC(F)(F)F (E)-2,4-difluoro-N-(5-(4-(4-(4-oxopent-2-enoyl)piperazin-1-yl)quinazolin-6-yl)-2-(trifluoromethoxy)pyridin-3-yl)benzenesulfonamide